ClC1=CC=C(C(=N1)C(=O)NS(=O)(=O)C)N[C@H](C)C=1C=C(C=C2C(N(C(=NC12)N1CCC(CC1)C1=NC=C(C=N1)C(F)F)C)=O)C (R)-6-chloro-3-((1-(2-(4-(5-(difluoromethyl)pyrimidin-2-yl)piperidin-1-yl)-3,6-dimethyl-4-oxo-3,4-dihydroquinazolin-8-yl)ethyl)amino)-N-(methylsulfonyl)picolinamide